tert-butyl (2S,4R)-4-((5-fluoro-2-((3-methylisothiazol-5-yl) amino)-7-((2-(trimethylsilyl) ethoxy) methyl)-7H-pyrrolo[2,3-d]pyrimidin-4-yl) amino)-2-methylpyrrolidine-1-carboxylate FC1=CN(C=2N=C(N=C(C21)N[C@@H]2C[C@@H](N(C2)C(=O)OC(C)(C)C)C)NC2=CC(=NS2)C)COCC[Si](C)(C)C